FC=1C=C2C3=C(C=CC(C[C@]4(C[C@H](CC4)NS(=O)(=O)C)C=4OC=C(COC2=C(C1)F)N4)=C3)F N-[(1'S,14R)-4,6,19-trifluorospiro[8,12-dioxa-21-azatetracyclo[14.3.1.110,13.02,7]henicosa-1(19),2,4,6,10,13(21),16(20),17-octaene-14,3'-cyclopentane]-1'-yl]methanesulfonamide